(E)-2-methyl-α-hydroxyiminophenylacetic acid CC1=C(C=CC=C1)\C(\C(=O)O)=N/O